C(C)(C)(C)OC(=O)N1CCN(CC1)C1=NC(=CC=C1)S(NC1=NC(=C(C=C1)Cl)C1=C(C=CC=C1C)C)(=O)=O 4-(6-(N-(5-chloro-6-(2,6-dimethylphenyl)pyridin-2-yl)sulfamoyl)pyridin-2-yl)piperazine-1-carboxylic acid tert-butyl ester